C(=C)C(C(C)(C)C)C vinyltrimethylpropane